4-((1H-Indazol-5-yl)ethynyl)-N-(2,3,5-trifluorobenzyl)-[2,4'-bipyrimidin]-2'-amine N1N=CC2=CC(=CC=C12)C#CC1=NC(=NC=C1)C1=NC(=NC=C1)NCC1=C(C(=CC(=C1)F)F)F